BrNC1=CC=C(C=C1C)C(F)(F)F bromo-6-methyl-4-(trifluoromethyl)aniline